ClCCN(CCCCCCCC(=O)OCCCC(CCCCC)CCCCC)CCCCCC(OCCCCCCCCCCC)=O 4-pentylnonyl 8-[2-chloroethyl-(6-oxo-6-undecoxy-hexyl) amino]octanoate